4-(3,5-dichlorophenyl)-N-[(4S)-3,4-dihydro-2H-chromen-4-yl]-8-(morpholin-4-yl)pyrido[3,2-d]pyrimidine-7-carboxamide ClC=1C=C(C=C(C1)Cl)C=1C2=C(N=CN1)C(=C(C=N2)C(=O)N[C@H]2CCOC1=CC=CC=C21)N2CCOCC2